5-benzyl-3-((benzyloxy)methyl)-N-((R)-3-methyl-1-((3aS,4S,6S,7aR)-3a,5,5-Trimethylhexahydro-4,6-methanobenzo[d][1,3,2]dioxaborol-2-yl)butyl)-4,5-dihydroisoxazole-5-carboxamide C(C1=CC=CC=C1)C1(CC(=NO1)COCC1=CC=CC=C1)C(=O)N[C@@H](CC(C)C)B1O[C@@]2([C@H](O1)C[C@H]1C([C@@H]2C1)(C)C)C